FC=1C(=C(OC2=NC=C(C(=C2C=2NC3=CC=CC(=C3C(C2)=O)C2=NC=CC=C2)C)C(F)(F)F)C=CC1F)C 2-[2-(3,4-difluoro-2-methyl-phenoxy)-4-methyl-5-(trifluoromethyl)-3-pyridyl]-5-(2-pyridyl)-1H-quinolin-4-one